2-chloro-4-[[3-(2,3-difluoro-4-methoxy-phenyl)imidazo[1,2-a]pyrazin-8-yl]amino]-N-(4-piperidylmethyl)benzamide ClC1=C(C(=O)NCC2CCNCC2)C=CC(=C1)NC=1C=2N(C=CN1)C(=CN2)C2=C(C(=C(C=C2)OC)F)F